CC1=CC=C(C=C1)S(=O)(=O)CCC1=CC=NC=C1 4-(2-p-toluenesulfonylethyl)pyridine